FC1=CC2=C(C(=C(O2)C)C(=O)NC2(COC2)CO)C=C1OCC1=C(N=CS1)C 6-Fluoro-N-(3-(Hydroxymethyl)Oxetan-3-Yl)-2-Methyl-5-((4-Methylthiazol-5-Yl)Methoxy)Benzofuran-3-Carboxamide